(3R,5S)-4,4-difluoro-3,5-dimethyl-piperidine FC1([C@@H](CNC[C@@H]1C)C)F